5-(benzo[d]thiazol-2-ylsulfonyl)-2,2-dimethylpentanoic acid S1C(=NC2=C1C=CC=C2)S(=O)(=O)CCCC(C(=O)O)(C)C